OCC1=CC=C(C=C1)OB(O)O (4-(Hydroxymethyl)phenyl)boric acid